6-but-3-enyl-4-[3-methyl-7-(morpholin-4-carbonyl)benzimidazol-5-yl]-1H-pyrrolo[2,3-c]pyridin-7-one C(CC=C)N1C(C2=C(C(=C1)C1=CC3=C(N=CN3C)C(=C1)C(=O)N1CCOCC1)C=CN2)=O